5-bromo-N-cyclohexyl-3-(difluoromethyl)pyridin-2-amine BrC=1C=C(C(=NC1)NC1CCCCC1)C(F)F